N[C@@H]1C2=CC=CC=C2CC12CCN(CC2)C2=NC=C(C(=N2)C#N)C2=C(C(=CC=C2)Cl)Cl (S)-2-(1-amino-1,3-dihydrospiro[indene-2,4'-piperidin]-1'-yl)-5-(2,3-dichlorophenyl)pyrimidine-4-carbonitrile